C(C)OC(=O)C=1C(C=C2N(C(CN3N=C4C(=CC=CC4=C32)OC)C(CO)(C)C)C1)=O 6-(1-hydroxy-2-methylpropan-2-yl)-10-methoxy-2-oxo-6,7-dihydro-2H-pyrido[2',1':3,4]pyrazino[1,2-b]indazole-3-carboxylic acid ethyl ester